C1=COC(=C1)C#CC#C/C=C\\CCCCCCCC(=O)O The molecule is a polyunsaturated fatty acid that is tetradec-9-ene-11,13-diynoic acid in which the terminal acetylenic hydrogen is replaced by a 2-furyl group. Shows potent and broad-spectrum activity in vitro against Candida, Aspergillus, and Trichophyton spp., It has a role as an antifungal agent and a plant metabolite. It is a member of furans, a polyunsaturated fatty acid, an acetylenic fatty acid and an olefinic fatty acid.